COC(C1=C(C=CC=C1)C1=NC=CN=C1)=O pyrazin-2-ylbenzoic acid methyl ester